4-((6,7,8,9-tetrahydro-5H-[1,2,4]triazolo[4,3-a]azepin-3-yl)methylamino)benzonitrile N=1N=C(N2C1CCCCC2)CNC2=CC=C(C#N)C=C2